FC=1C=CC(=NC1)C1=CC=C(C(C=C1)=O)O 5-(5-fluoropyridin-2-yl)-2-hydroxycyclohepta-2,4,6-trien-1-one